5-{[3-(Ethoxycarbonyl)-7-(5-methyl-2,3-dihydro[1,4]dioxino[3,2-C]pyridin-8-yl)quinolin-4-yl]amino}-3-(3,4,5,6-tetrahydro-2H-pyran-4-yloxy)benzoic acid C(C)OC(=O)C=1C=NC2=CC(=CC=C2C1NC=1C=C(C=C(C(=O)O)C1)OC1CCOCC1)C=1C2=C(C(=NC1)C)OCCO2